bromo-7'-fluoro-3'-methyl-spiro[azetidine-3,1'-pyrrolo[2,3-c]quinolin]-2'(3'h)-one BrC1=NC=2C=C(C=CC2C2=C1N(C(C21CNC1)=O)C)F